3-((((1,3-dioxoisoindolin-2-yl)oxy)methyl)-4-fluorophenyl)-2-(4-fluoro-2-methylphenoxy)-5-(trifluoromethyl)benzamide O=C1N(C(C2=CC=CC=C12)=O)OCC1=C(C=CC(=C1)F)C=1C(=C(C(=O)N)C=C(C1)C(F)(F)F)OC1=C(C=C(C=C1)F)C